5-benzoyl-1-benzyl-3-methyl-1,3,4,5-tetrahydro-2H-benzo[b]azepin-2-one C(C1=CC=CC=C1)(=O)C1C2=C(N(C(C(C1)C)=O)CC1=CC=CC=C1)C=CC=C2